ClC1=CC=C(C(=N1)C=1C=CC2=C(B(OC2)O)C1F)NC(C)C=1C=C(C=C2C(C(=C(OC12)C1CC1)C)=O)C 8-(1-((6-chloro-2-(7-fluoro-1-hydroxy-1,3-dihydrobenzo[c][1,2]oxaborol-6-yl)pyridin-3-yl)amino)ethyl)-2-cyclopropyl-3,6-dimethyl-4H-chromen-4-one